N(N)C(=O)OCC(=C(F)F)C1=CC=C(C=C1)F 1-(3,3-difluoro-2-(4-fluorophenyl) allyl) hydrazine-1-carboxylate